COC(=O)[C@@H]1C(NC[C@H]1C1=C(C=C(C=C1F)O)F)=O |o1:4,8| (3S*,4R*)-4-(2,6-difluoro-4-hydroxyphenyl)-2-oxopyrrolidine-3-carboxylic acid methyl ester